(5-(4-ethoxy-1-isopropylpiperidin-4-yl)pyridin-2-yl)-4-(piperazin-1-yl)pyrrolo[1,2-b]pyridazine C(C)OC1(CCN(CC1)C(C)C)C=1C=CC(=NC1)C=1C=C(C=2N(N1)C=CC2)N2CCNCC2